C(C)(C)(C)C1=CC=C(C=C1)CC(/C=C/CB1OC(CN(CC(O1)=O)C)=O)C (E)-2-(5-(4-(tert-butyl)phenyl)-4-methylpent-2-en-1-yl)-6-methyl-1,3,6,2-dioxazaborocane-4,8-dione